[1,3]dioxin-5-yl acetate C(C)(=O)OC=1COCOC1